7-(1-(2,2-difluoroethyl)-1H-pyrazolo[3,4-b]pyrazin-6-yl)-2-(5-(trifluoromethyl)pyridin-2-yl)-2,7-diazaspiro[3.5]nonan-6-one FC(CN1N=CC=2C1=NC(=CN2)N2C(CC1(CN(C1)C1=NC=C(C=C1)C(F)(F)F)CC2)=O)F